5-Chloro-7-methyloxazolo[4,5-b]pyridine-2-thiol ClC1=CC(=C2C(=N1)N=C(O2)S)C